2-(4-(4-propylphenyl-1H-imidazol-2-yl)piperidin-1-yl)propan-1-one C(CC)C1=CC=C(C=C1)N1C(=NC=C1)C1CCN(CC1)C(C=O)C